4-(4-(7-Fluorobenzofuran-3-yl)thiophen-2-yl)-4-oxobutanoic acid methyl ester COC(CCC(=O)C=1SC=C(C1)C1=COC2=C1C=CC=C2F)=O